OCC(C)N1C=C(C2=C1C=NN(C2=O)COCC[Si](C)(C)C)C(F)(F)F 1-(1-hydroxy-prop-2-yl)-3-(trifluoromethyl)-5-((2-(trimethylsilyl)ethoxy)methyl)-1,5-dihydro-4H-pyrrolo[2,3-d]pyridazin-4-one